[I-].C(=O)(O)CCCCCNC/1=C(CCC\C1=C/C=C\1/N(C2=CC=CC=C2C1(C)C)CC)/C=C/C1=[N+](C2=CC=CC=C2C1(C)C)CC 2-((E)-2-((E)-2-((5-carboxypentyl)amino)-3-((E)-2-(1-ethyl-3,3-dimethylindolin-2-ylidene)ethylidene)cyclohex-1-en-1-yl)vinyl)-1-ethyl-3,3-dimethyl-3H-indol-1-ium iodide